1,3-hexanediol Butyl-5-(phenylthio)benzo[c]isoxazole-3-carboxylate C(CCC)C1=C(C=CC2=NOC(=C21)C(=O)O)SC2=CC=CC=C2.C(CC(CCC)O)O